C(C)(C)(C)OC(=O)CC1=CC=C(C=C1)[S+](C1=CC=C(C=C1)CC(=O)OC(C)(C)C)C1=CC=C(C=C1)CC(=O)OC(C)(C)C tris(4-t-butoxycarbonylmethylphenyl)sulfonium